NC1=C(C=C(C=N1)NC(C(=O)N1[C@H](CC[C@@H](C1)C)C=1C=CC2=C(N=C(S2)C2C[C@@H]3[C@@H](CN(C3)C)C2)C1)=O)CC N-(6-amino-5-ethylpyridin-3-yl)-2-((2R,5S)-5-methyl-2-(2-((3aR,5s,6aS)-2-methyloctahydrocyclopenta[c]pyrrol-5-yl)benzo[d]thiazol-5-yl)piperidin-1-yl)-2-oxoacetamide